C(CCCC[C@@H]1SC[C@@H]2NC(=O)N[C@H]12)(=O)N[C@@H](CCCCN)C(=O)O biotinyllysin